4-isopropyl-5-methylbenzene-1,3-diol C(C)(C)C1=C(C=C(C=C1C)O)O